N=S1(C=CN(C=C1)C(=O)OC(C)(C)C)=O tert-butyl 1-imino-1-oxo-1,4-thiazine-4-carboxylate